CN(C)CC1=C(C=CC(=N1)NC=1C=CC(=C2CNC(C12)=O)C1=CN=C2N1C=CC(=C2)F)N2C[C@H](CC2)O 7-[[6-[(dimethyl-amino)methyl]-5-[(3S)-3-hydroxy-pyrrolidin-1-yl]-2-pyridyl]amino]-4-(7-fluoro-imidazo[1,2-a]pyridin-3-yl)isoindolin-1-one